C(C)C1=NN(C(C12N(N=CC1=CC=CC=C12)C(C=C(C)C)=O)=O)C1=CC=CC=C1 3'-Ethyl-2-(3-methylbut-2-enoyl)-1'-phenyl-2H-spiro[phthalazine-1,4'-pyrazol]-5'(1'H)-one